C1(CC2C(CC1)O2)COC(CCCCC(=O)OCC2CC1C(CC2)O1)=O bis-[(3,4-epoxycyclohexyl)methyl]-adipate